acetic acid (2S)-2-(hydroxymethyl)-1,3-dioxolan-4-yl ester OC[C@H]1OCC(O1)OC(C)=O